BrC=1C(=C(C(=CC1)NC\C=C\C)N)C (E)-4-bromo-N1-(but-2-en-1-yl)-3-methylbenzene-1,2-diamine